methyl (3R)-3-amino-4-(4-fluorophenyl)-2-hydroxylbutyrate hydrochloride Cl.N[C@@H](C(C(=O)OC)O)CC1=CC=C(C=C1)F